ClC1=C(C(=O)N2COC3=C(C2)C=CC=C3C3=CC(=C(C(=O)O)C=C3)N3CCOCC3)C(=CC(=C1)C=1C=NN(C1)C[C@H](C)O)Cl 4-[3-[2,6-dichloro-4-[1-[(2S)-2-hydroxypropyl]pyrazol-4-yl]benzoyl]-2,4-dihydro-1,3-benzoxazine-8-yl]-2-morpholin-4-ylbenzoic acid